5-[(5-METHYL-1H-BENZIMIDAZOL-2-YL)THIO]-2-FURALDEHYDE CC1=CC2=C(NC(=N2)SC2=CC=C(O2)C=O)C=C1